C(C=C)O allyl alcohol